O[13CH2][C@H](O)[C@@H](O)[C@H](O)[C@H](O)CO sorbitol-13C